tert-butyl (2-hydroxy-3-(4-(4,4,5,5-tetramethyl-1,3,2-dioxaborolan-2-yl)-1H-pyrazol-1-yl)propyl)carbamate OC(CNC(OC(C)(C)C)=O)CN1N=CC(=C1)B1OC(C(O1)(C)C)(C)C